COC=1C=C2C(=CC=NC2=CC1OC)NC1=CC(=CC(=C1)C1=CSC=C1)OC 6,7-Dimethoxy-N-(3-Methoxy-5-(thiophen-3-yl)phenyl)quinolin-4-amine